tert-Butyl ((S)-2-Hydroxy-3-(3-(methylsulfonyl)phenoxy)propyl)(8-((4'-(hydroxymethyl)-[1,1'-biphenyl]-3-yl)sulfonyl)-1-oxa-8-azaspiro[4.5]decan-3-yl)carbamate O[C@@H](CN(C(OC(C)(C)C)=O)C1COC2(C1)CCN(CC2)S(=O)(=O)C=2C=C(C=CC2)C2=CC=C(C=C2)CO)COC2=CC(=CC=C2)S(=O)(=O)C